(R)-1-(1-(2-(3-fluoro-6-methoxy-1,5-naphthyridin-4-yl)ethyl)piperidin-4-yl)ethane-1,2-diol FC=1C=NC2=CC=C(N=C2C1CCN1CCC(CC1)[C@H](CO)O)OC